C(C)(=O)N1C[C@@H](C=2C3=C(C(NC2C1)=O)C=C(C=C3)F)N(C(=O)NC3=CC(=C(C=C3)F)Cl)C |r| Racemic-1-(3-acetyl-8-fluoro-6-oxo-1,2,3,4,5,6-hexahydrobenzo[c][1,7]naphthyridin-1-yl)-3-(3-chloro-4-fluorophenyl)-1-methylurea